(3-chloro-4-methoxybenzyl)amino-1-(4-hydroxypiperidino)-6-phthalazinecarbonitrile monohydrochloride Cl.ClC=1C=C(CNC2=NN=C(C3=CC=C(C=C23)C#N)N2CCC(CC2)O)C=CC1OC